FC(C1=CC(=CC(=N1)C(=O)N1CC([C@@H]([C@@]12CC(CC2)(F)F)O)(F)F)F)F (6-(difluoromethyl)-4-fluoropyridin-2-yl)((4r,5r)-3,3,7,7-tetrafluoro-4-hydroxy-1-azaspiro[4.4]nonan-1-yl)methanone